2-amino-N-[(3,6-dimethyl-2-pyridyl)methyl]-8-methoxy-quinazoline-4-carboxamide NC1=NC2=C(C=CC=C2C(=N1)C(=O)NCC1=NC(=CC=C1C)C)OC